N-[(1R)-1-[[(3-Amino-3-oxo-propyl)-(2-chloroacetyl)amino]carbamoyl]-3-methyl-butyl]-1H-pyrrolo[2,3-b]pyridine-2-carboxamide NC(CCN(C(CCl)=O)NC(=O)[C@@H](CC(C)C)NC(=O)C1=CC=2C(=NC=CC2)N1)=O